ClC1=C(C=CC(=C1)Cl)C=1OC(=C(N1)CC1=CC=C(C=C1)OC1=CC=CC=C1)C 2-(2,4-dichlorophenyl)-5-methyl-4-(4-phenoxybenzyl)oxazole